FC1(CC2(C1)CC(C2)C(=O)O)F 2,2-Difluorospiro[3.3]heptane-6-carboxylic acid